N1C(SC2=C1C1=CC=CC=C1C=C2)=S Naphtho[1,2-d]thiazol-2(1H)-thion